C(CCOC=1C(=C2CN(CC2=CC1OC)C(C(=O)O)CC=O)F)OC=1C(=C2CN(CC2=CC1OC)C(C(=O)O)CC=O)F (propane-1,3-diylbis(oxy))bis(4-fluoro-6-methoxyisoindoline-5,2-diyl)bis(4-oxobutanoic acid)